tert-butyl (3R)-4-(2-{[(2R,7aS)-2-fluoro-hexahydro-1H-pyrrolizin-7a-yl]methoxy}-7-[2-cyclopropyl-6-(methoxymethoxy)phenyl]-6-fluoroquinazolin-4-yl)-3-methylpiperazine-1-carboxylate F[C@@H]1C[C@@]2(CCCN2C1)COC1=NC2=CC(=C(C=C2C(=N1)N1[C@@H](CN(CC1)C(=O)OC(C)(C)C)C)F)C1=C(C=CC=C1OCOC)C1CC1